ClC1=NC=CC=C1CSC 2-chloro-3-((methylthio)methyl)pyridine